ethyl 2-((4-nitro-3-(trifluoromethyl)benzyl)thio)-6-oxo-1,6-dihydropyrimidine-5-carboxylate [N+](=O)([O-])C1=C(C=C(CSC=2NC(C(=CN2)C(=O)OCC)=O)C=C1)C(F)(F)F